C(=O)(O)[NH+](C(=O)O)C(=O)O tricarboxylammonium